tetradecanoic acid, 9a-(acetyloxy)-1a,1b,4,4a,5,7a,7b,8,9,9a-decahydro-4a,7b-dihydroxy-3-(hydroxymethyl)-1,1,6,8-tetramethyl-5-oxo-1H-cyclopropa[3,4]benz[1,2-e]azulen-9-yl ester C(CCCCCCCCCCCCC)(=O)OC1C2(C(C3C(C4C=C(C(C4(CC(=C3)CO)O)=O)C)(C1C)O)C2(C)C)OC(C)=O